methyl perfluoro-isobutyrate FC(C(=O)OC)(C(F)(F)F)C(F)(F)F